8-methyl-3-(3-methyl-1,2,4-thiadiazol-5-yl)-5,6-dihydroimidazo[1,5-a]pyrazine-7(8H)-carboxylic acid tert-butyl ester C(C)(C)(C)OC(=O)N1C(C=2N(CC1)C(=NC2)C2=NC(=NS2)C)C